C(C1=CC=CC=C1)N1C(C=2C=C(C(=NC2C=C1)NC(=O)OC(C)(C)C)C(=O)OCC)=O ethyl 6-benzyl-2-((tert-butoxycarbonyl)amino)-5-oxo-5,6-dihydro-1,6-naphthyridine-3-carboxylate